OC1=CC=C(C=C1)C1CN(C(O1)=O)C1C(N(C(CC1)=O)C(=O)OC(C)(C)C)=O Tert-Butyl 3-(5-(4-hydroxyphenyl)-2-oxooxazolidin-3-yl)-2,6-dioxopiperidine-1-carboxylate